6-(1-Isopropyl-1H-pyrazol-4-yl)pyridin-2-amine C(C)(C)N1N=CC(=C1)C1=CC=CC(=N1)N